N[C@@H]1CC[C@H](CC1)C(=O)O trans-4-aminocyclohexane-1-carboxylic acid